methyl 3-((3-((tert-butoxycarbonyl) amino) benzyl) (methyl) amino)-2-fluoro-6-methylbenzoate C(C)(C)(C)OC(=O)NC=1C=C(CN(C=2C(=C(C(=O)OC)C(=CC2)C)F)C)C=CC1